C(C)(C)(C)OC(=O)N1C(CN(CC1)C(=O)OC(C)(C)C)CO 2-(hydroxymethyl)-1,4-piperazinedicarboxylic acid di-tert-butyl ester